C(CCC)OC1=C(C=CC=C1N=C=O)N=C=O Butoxy-1,3-phenylene diisocyanate